CC=1C=CC2=C(N=C(O2)C2CCNCC2)C1 4-(5-methyl-1,3-benzoxazol-2-yl)piperidin